N-[(1R)-1-[4-Ethoxy-3-(1-methylpyrazol-4-yl)phenyl]ethyl]-2-methyl-5-(4-methylpiperazin-1-yl)benzamide C(C)OC1=C(C=C(C=C1)[C@@H](C)NC(C1=C(C=CC(=C1)N1CCN(CC1)C)C)=O)C=1C=NN(C1)C